5-(4-propoxyphenyl)imidazolidin-2-on C(CC)OC1=CC=C(C=C1)C1CNC(N1)=O